1-(2-((4-fluoro-2,6-dimethylphenyl)amino)-2-oxoethyl)pyridin-1-ium bromide [Br-].FC1=CC(=C(C(=C1)C)NC(C[N+]1=CC=CC=C1)=O)C